2,6-Dihydroxy-4-(2-(2-(2-mercaptoethoxy)ethoxy)phenyl)-3-(4-hydroxyphenyl)propan-1-one OC(C=O)CC1=CCC(C=C1O)(O)C1=C(C=CC=C1)OCCOCCS